6-Chloro-7-(trifluoromethyl)-1H-indene ClC1=CC=C2C=CCC2=C1C(F)(F)F